C1(=CC=CC2=CC=CC=C12)OC(C(CC(=O)[O-])C)=O naphthyl-2-methylsuccinate